CC1(COC(OC1)C1=CC=C(C=C1)C=1C=2C(C(=C3N=C(C(=NC13)C)C)C1=CC=C(C=C1)C1OCC(CO1)(C)C)=NSN2)C 4,9-bis(4-(5,5-dimethyl-1,3-dioxan-2-yl)phenyl)-6,7-dimethyl-[1,2,5]thiadiazolo[3,4-g]quinoxaline